3-(2-((3r,5r,7r)-adamantan-1-yl)acetoxy)-2-((((9Z,12Z)-octadeca-9,12-dienoyl)oxy)methyl)propyl 1-isopropylpiperidine-4-carboxylate C(C)(C)N1CCC(CC1)C(=O)OCC(COC(CC12CC3CC(CC(C1)C3)C2)=O)COC(CCCCCCC\C=C/C\C=C/CCCCC)=O